2-[2-[2-[[2-[2-[2-[[(4S)-5-tert-butoxy-4-[(18-tert-butoxy-18-oxo-octadecanoyl)amino]-5-oxo-pentanoyl]amino]ethoxy]ethoxy]acetyl]amino]ethoxy]ethoxy]acetic acid C(C)(C)(C)OC([C@H](CCC(=O)NCCOCCOCC(=O)NCCOCCOCC(=O)O)NC(CCCCCCCCCCCCCCCCC(=O)OC(C)(C)C)=O)=O